C(=O)O.ClC=1C=C2CCCN(C2=C(C1)C1=C2C(=NC=C1)C=C(S2)CN2C(CCC2=O)=O)[C@@H]2C[C@@]1(CCCN1)CC2 1-((7-(6-chloro-1-((5R,7S)-1-azaspiro[4.4]nonan-7-yl)-1,2,3,4-tetrahydroquinolin-8-yl)thieno[3,2-b]pyridin-2-yl)methyl)pyrrolidine-2,5-dione, formic acid salt